CNC=1C2=C(N=CN1)NC=C2 N-methyl-7H-pyrrolo[2,3-d]Pyrimidin-4-amine